5-(piperidin-4-yl)-1H-benzo[d]imidazole hydrochloride Cl.N1CCC(CC1)C1=CC2=C(NC=N2)C=C1